NC1(CCN(CC1)C(=O)OC(C)(C)C)CNCC(O[Si](C)(C)C(C)(C)C)C1=NN2C(C(=CC(=C2)Br)C)=N1 tert-butyl 4-amino-4-[[[2-(6-bromo-8-methyl-[1,2,4]triazolo[1,5-a]pyridin-2-yl)-2-[tert-butyl(dimethyl)silyl]oxy-ethyl]amino]methyl]piperidine-1-carboxylate